C([C@H](C([C@@H](CO)O)O)O)O D(+)-Arabitol